C(N)(OC1CC(C1)O)=O ((1s,3s)-3-hydroxycyclobutyl) carbamate